CCCC(CC(CCC)=O)=O Nonan-4,6-dion